(7R)-3-[(3-chloro-2-methoxyphenyl)amino]-2-(3-fluoropyridin-4-yl)-7-(2-hydroxy-2-methylpropyl)-1h,5h,6h,7h-pyrrolo[3,2-c]pyridin-4-one ClC=1C(=C(C=CC1)NC1=C(NC2=C1C(NC[C@H]2CC(C)(C)O)=O)C2=C(C=NC=C2)F)OC